(R)-2-(3-Fluoropiperidin-1-yl)-N-((2-(2,2,2-trifluoroethoxy)pyridin-4-yl)methyl)acetamide F[C@H]1CN(CCC1)CC(=O)NCC1=CC(=NC=C1)OCC(F)(F)F